C(C)(C)(C)OC(=O)NC1=CC=C(C=N1)N1N=C(C(=C1C)C(=O)N[C@@H](C(C)C)C(=O)N[C@H](CCC(=O)OCC)C(=O)OCC)C Diethyl (1-(6-((tert-butoxycarbonyl)amino)pyridin-3-yl)-3,5-dimethyl-1H-pyrazole-4-carbonyl)-L-valyl-D-glutamate